C([O-])([O-])=O.[Ce+3].[La+3].C([O-])([O-])=O.C([O-])([O-])=O lanthanum-cerium carbonate